(1-methyl-1H-imidazol-2-yl)methanethiol CN1C(=NC=C1)CS